2,3,4,6,7,8,9,10-octahydropyrimido[1,2-a]azepin-1-ium isopropyl-carbonate C(C)(C)OC([O-])=O.[NH+]=1CCCN2C1CCCCC2